ClC1=NC(=NC(=C1)OC1CCC(CC1)C(F)(F)F)SC rel-4-chloro-2-(methylsulfanyl)-6-{[(1r,4r)-4-(trifluoromethyl)cyclohexyl]oxy}-pyrimidine